((1H-indazol-2-yl)methyl)-3-(2,4-dichlorophenyl)thiourea N1N(CC2=CC=CC=C12)CNC(=S)NC1=C(C=C(C=C1)Cl)Cl